C(C)(C)(C)OC(NC\C=C\[Sn](CCCC)(CCCC)CCCC)=O N-[(E)-3-tributylstannylallyl]carbamic acid tert-butyl ester